FC1(CC(C1)CNC(=O)C=1C=NN2C1C=C(C=C2)C2=CNC=1N=C(N=CC12)NCCC(F)(F)F)F N-((3,3-difluorocyclobutyl)methyl)-5-(2-((3,3,3-trifluoropropyl)amino)-7H-pyrrolo[2,3-d]pyrimidin-5-yl)pyrazolo[1,5-a]pyridine-3-carboxamide